3-(5-(((1R,2S)-2-(4-methoxy-4-methylpiperidin-1-yl)cyclopentyl)oxy)-1-oxoisoindolin-2-yl)piperidine-2,6-dione COC1(CCN(CC1)[C@@H]1[C@@H](CCC1)OC=1C=C2CN(C(C2=CC1)=O)C1C(NC(CC1)=O)=O)C